ClC1=C(C=CC(=C1)C)C=1CSC2=CC(=CC=C2C1C1=CC=C(C=C1)O[C@@H]1CN(CC1)CCCF)O 3-(2-chloro-4-methyl-phenyl)-4-[4-[(3S)-1-(3-fluoropropyl)pyrrolidin-3-yl]oxyphenyl]-2H-thiochromen-7-ol